C(C)(C)(C)OC(N(CC1=C(C=CC(=C1)[N+](=O)[O-])F)C1=CC(=NC=2N1N=CC2CC)Cl)=O (5-chloro-3-ethylpyrazolo[1,5-a]pyrimidin-7-yl)(2-Fluoro-5-nitrobenzyl)carbamic acid tert-butyl ester